ClC1=CC=C(C=C1)C#CC(=C)C(F)(F)F 1-chloro-4-(3-(trifluoromethyl)but-3-en-1-yn-1-yl)benzene